(1R)-1-(2,3-difluorophenyl)ethanamine hydrochloride Cl.FC1=C(C=CC=C1F)[C@@H](C)N